CN1N=CC(=C1C=1C=C(C=CC1)C=1OC2=C(N1)C=C(C=C2C(F)(F)F)CN[C@@H]2[C@H](CCC2)O)C2=NN=CN2C (1S,2S)-2-(((2-(3-(1-Methyl-4-(4-methyl-4H-1,2,4-triazol-3-yl)-1H-pyrazol-5-yl)phenyl)-7-(trifluoromethyl)benzo[d]oxazol-5-yl)methyl)amino)cyclopentan-1-ol